iron oxide nickel-iron [Fe+2].[Ni+2].[O-2].[Fe+2].[O-2].[O-2]